BrC=1C=C2C(=C(C(N(C2=CC1OC)C)=O)C#N)N1CCC(CC1)(C=1OC2=C(N1)C=C(C=C2)C)C 6-bromo-7-methoxy-1-methyl-4-[4-methyl-4-(5-methyl-1,3-benzooxazol-2-yl)piperidin-1-yl]-2-oxo-1,2-dihydroquinoline-3-carbonitrile